ClCC1=NC(=NO1)C1=C(C=C(C=C1)Cl)Cl 5-(chloromethyl)-3-(2,4-dichlorophenyl)-1,2,4-oxadiazole